Tert-butyl 4-(2-chloro-5-oxo-5H-thiazolo[3,2-a]pyrimidin-7-yl)piperazine-1-carboxylate ClC1=CN2C(=NC(=CC2=O)N2CCN(CC2)C(=O)OC(C)(C)C)S1